P(=O)(O)(O)O.NCCCNCCS 2-(3-aminopropylamino)-ethanethiol phosphate